OC1CCN(CC1)C1=C(C=C(C=C1)NC=1N=CC2=C(N1)CNCC2)CC#N 2-[2-(4-hydroxypiperidin-1-yl)-5-({5H,6H,7H,8H-pyrido[3,4-d]pyrimidin-2-yl}amino)phenyl]acetonitrile